BrC1=C(C=CC(=C1)F)C=1C(=NN(C1NC1=C(C=CC=C1F)Br)C)C 4-(2-bromo-4-fluorophenyl)-N-(2-bromo-6-fluorophenyl)-1,3-dimethyl-1H-pyrazol-5-amine